BrC=1C2=C(C=NC1)C(CO2)=O 7-bromofurano[3,2-c]pyridine-3(2H)-one